N-(1H-indol-7-yl)-N,4-dimethylbenzenesulfonamide N1C=CC2=CC=CC(=C12)N(S(=O)(=O)C1=CC=C(C=C1)C)C